3-[(1S)-1-(4-bromo-3-fluoro-pyrazol-1-yl)ethyl]-5-fluoro-2-methoxy-pyridine BrC=1C(=NN(C1)[C@@H](C)C=1C(=NC=C(C1)F)OC)F